C(C)C=1C(=C(C(=NC1)CC)CC)CC Tetraethylpyridine